NCCC(C[Si](OC)(OC)OC)CN 2-(aminoethyl)-3-aminopropyltrimethoxysilane